(-)-8-((1R,2S,3R)-3-hydroxy-2-methylcyclopentyl)-6-(methyl-d3)-2-((1-((methyl-d3)sulfonyl)piperidin-4-yl)amino)pyrido[2,3-d]pyrimidin-7(8H)-one O[C@H]1[C@H]([C@@H](CC1)N1C(C(=CC2=C1N=C(N=C2)NC2CCN(CC2)S(=O)(=O)C([2H])([2H])[2H])C([2H])([2H])[2H])=O)C